(3R)-3-({2-[1-(cyclobutylmethyl)-1H-pyrazol-4-yl][1,2,4]triazolo[1,5-c]quinazolin-5-yl}amino)azepin-2-one C1(CCC1)CN1N=CC(=C1)C1=NN2C(=NC=3C=CC=CC3C2=N1)NC=1C(N=CC=CC1)=O